11-(6,23-dioxo-5,24-dioxatriacont-1-yl)-2-methyl-9-oxo-2,8-diaza-5,10-dioxapentadecan-15-yl 18-(hexyloxy)-18-oxooctadecanoate C(CCCCC)OC(CCCCCCCCCCCCCCCCC(=O)OCCCCC(OC(NCCOCCN(C)C)=O)CCCCOC(CCCCCCCCCCCCCCCCC(OCCCCCC)=O)=O)=O